FC=1C=C(C=CC1[C@H]1[C@H](CCC2=CC(=CC=C12)O)C1CCOCC1)N1CCC(CC1)C=O 1-(3-Fluoro-4-((1S,2R)-6-hydroxy-2-(tetrahydro-2H-pyran-4-yl)-1,2,3,4-tetrahydronaphthalen-1-yl)phenyl)piperidine-4-carbaldehyde